4-(N-(4-cyclohexylbenzyl)-1-((perfluorophenyl)sulfonyl)azetidine-3-carboxamido)-2-hydroxybenzoic acid C1(CCCCC1)C1=CC=C(CN(C(=O)C2CN(C2)S(=O)(=O)C2=C(C(=C(C(=C2F)F)F)F)F)C2=CC(=C(C(=O)O)C=C2)O)C=C1